trans-(3-(3,4-dihydroisoquinolin-2(1H)-yl)piperidin-4-yl)carbamic acid tert-butyl ester C(C)(C)(C)OC(N[C@H]1[C@@H](CNCC1)N1CC2=CC=CC=C2CC1)=O